FC1=C(C=CC(=C1)C(F)(F)F)B(O)O 2-fluoro-4-(trifluoromethyl)-phenylboronic acid